C[C@@]12C(CC[C@H]1[C@@H]1CCC3=CC(CC[C@]3(C)[C@H]1CC2)=O)=O 4-Androstene-3,17-dione